2-(piperazin-1-ylmethyl)quinoline N1(CCNCC1)CC1=NC2=CC=CC=C2C=C1